6-chloro-7-fluoro-3-{4-[cis-2-methyl-6-(3-methyl-[1,2,4]oxadiazol-5-yl)-morpholin-4-yl]-pyrimidin-2-yl}-imidazo[1,2-a]pyridine ClC=1C(=CC=2N(C1)C(=CN2)C2=NC=CC(=N2)N2C[C@H](O[C@H](C2)C2=NC(=NO2)C)C)F